ClC1=NC(=CC=C1)F 2-chloro-6-fluoropyridine